6-Benzyl-8-cyclopentyl-2-(5-phenyl-pyridin-2-ylamino)-8H-pyrido[2,3-d]pyrimidin-7-one C(C1=CC=CC=C1)C1=CC2=C(N=C(N=C2)NC2=NC=C(C=C2)C2=CC=CC=C2)N(C1=O)C1CCCC1